7-(3-(6-(3,5-dimethyl-1H-pyrazol-1-yl)-2-(5-methylfuran-2-yl)pyrimidin-4-yl)-1-ethylureido)-N-hydroxyheptanamide CC1=NN(C(=C1)C)C1=CC(=NC(=N1)C=1OC(=CC1)C)NC(N(CC)CCCCCCC(=O)NO)=O